(R)-8-cyclopentyl-7-ethyl-2-[(6-methoxy-1-oxoisoindolin-5-yl)amino]-5-methyl-7,8-dihydropterin C1(CCCC1)N1C(CN(C=2C(N[C@](NC12)(N)NC=1C=C2CNC(C2=CC1OC)=O)=O)C)CC